N-hexyl-N'-(4-aminomethylcyclohepta[7,6-b]indol-7-yl)urea C(CCCCC)NC(=O)NC1=CC2=NC3=C(C=CC=C3C2=CC=C1)CN